ClC=1C=C(C(=C(C1)NC1=CC(=CC=C1)F)C)N 5-chloro-N1-(3-fluorophenyl)-2-methylbenzene-1,3-diamine